NC1=NC=C(C=C1C=1C=C2CCNC(C2=CC1)=O)C1=CC=C(C=C1)N1C[C@H](CC1)OC (S)-6-(2-amino-5-(4-(3-methoxypyrrolidin-1-yl)phenyl)pyridin-3-yl)-3,4-dihydroisoquinolin-1(2H)-one